pyridinium trifluoromethanesulfonate salt FC(S(=O)(=O)[O-])(F)F.[NH+]1=CC=CC=C1